4-((1H-indol-3-yl)methyl)-3-methoxybenzoyl azide N1C=C(C2=CC=CC=C12)CC1=C(C=C(C(=O)N=[N+]=[N-])C=C1)OC